CS(=O)(=O)C1=C(N=NO1)C1=CC=CC=C1 methylsulfonylphenyl-Oxadiazole